(2S)-4-hydroxy-1-(6-oxo-6-undecoxy-hexyl)pyrrolidine-2-carboxylic acid [8-(1-hexylnonyloxy)-8-oxo-octyl] ester C(CCCCC)C(CCCCCCCC)OC(CCCCCCCOC(=O)[C@H]1N(CC(C1)O)CCCCCC(OCCCCCCCCCCC)=O)=O